BrC1=NN(C(=C1)Br)C1=CC(=NC=C1)C(C)C 4-(3,5-dibromo-1H-pyrazol-1-yl)-2-isopropylpyridine